CCCCOC(=O)N(C)SN(C)C(=O)OC1=CC=CC2=C1OC(C2)(C)C The molecule is a carbamate ester and a member of 1-benzofurans. It has a role as an EC 3.1.1.7 (acetylcholinesterase) inhibitor, a carbamate insecticide and an agrochemical.